(R)-2-(2-methyl-5-((1-methylpiperidin-3-yl)amino)pyridino[2,3-d]pyridazin-8-yl)-5-(trifluoromethyl)phenol CC=1C=CC=2C(=C(N=NC2N[C@H]2CN(CCC2)C)C2=C(C=C(C=C2)C(F)(F)F)O)N1